C(CCNCCNCCCN)N 4,7-diazadecan-1,10-diamin